2-methyl-m-aminophenol CC1=C(C=CC=C1N)O